6-fluoro-4-(4-(4-isopropylphenoxy)piperidin-1-yl)-1-methyl-3-nitroquinolin-2(1H)-one FC=1C=C2C(=C(C(N(C2=CC1)C)=O)[N+](=O)[O-])N1CCC(CC1)OC1=CC=C(C=C1)C(C)C